FC=1C=CC=2C3=C(NC2C1)CCN(C3)C=3C=CC1=C(N=C(O1)N1CCOCC1)C3 5-(7-fluoro-1,3,4,5-tetrahydro-2H-pyrido[4,3-b]indol-2-yl)-2-morpholinobenzo[d]oxazole